5-hydroxy-1-methyl-5-octyl-pyrrolidin-2-one OC1(CCC(N1C)=O)CCCCCCCC